(2,4-Dihydroxy-6-(pyridin-3-ylmethoxy)phenyl)(4-((tetrahydrofuran-3-yl)amino)isoindolin-2-yl)methanone OC1=C(C(=CC(=C1)O)OCC=1C=NC=CC1)C(=O)N1CC2=CC=CC(=C2C1)NC1COCC1